3-bromo-5-fluorobenzonitrile BrC=1C=C(C#N)C=C(C1)F